CCC[C@H]([C@H](CN1C(=CN=C2C1=NC(=O)NC2=O)C)O)O The molecule is a pteridine that is lumazine substituted with a 1,4-dideoxy-1-D-ribityl group at position 8 and a methyl group at position 7; one of 20 modifications to the potent microbial riboflavin-based metabolite antigen 5-(2-oxopropylideneamino)-6-D-ribityl aminouracil (5-OP-RU), an activator of mucosal-associated invariant T (MAIT) cells when presented by the MR1 protein (reported in MED:32123373). It derives from a lumazine and a ribitol.